pteroyl glutamate N[C@@H](CCC(=O)[O-])C(=O)OC(C1=CC=C(NCC2=CN=C3N=C(N)NC(=O)C3=N2)C=C1)=O